[N+](=O)([O-])C1=C(C=CC(=C1)[N+](=O)[O-])NCCOCCOCCOCC(=O)NC(COCCC(=O)NCC#C)COCCC(=O)NCC#C 3,3'-((2-(2-(2-(2-(2-((2,4-dinitrophenyl)amino)ethoxy)ethoxy)ethoxy)acetamido)propane-1,3-diyl)bis(oxy))bis(N-(prop-2-yn-1-yl)propanamide)